C(#N)C1=CC=C(CC[C@@]2(CN(CC2)C(C)(C)C2=NC=CC=C2)C(=O)NC2=NC=C(C=C2)F)C=C1 (R)-3-(4-cyanophenethyl)-N-(5-fluoropyridin-2-yl)-1-(2-(pyridin-2-yl)propan-2-yl)pyrrolidine-3-carboxamide